((R)-3-((6-(2-hydroxy-4-(trifluoromethyl)phenyl)-5-methylpyridazin-3-yl)amino)piperidin-1-yl)-1-((R)-3-methylpiperazin-1-yl)ethan-1-one OC1=C(C=CC(=C1)C(F)(F)F)C1=C(C=C(N=N1)N[C@H]1CN(CCC1)CC(=O)N1C[C@H](NCC1)C)C